I1(OC(CCC1)(O)O)O iodoxantriol